2,6-bis[2-(propan-2-yloxy)acetyl]-1,2,3,5,6,7-hexahydro-s-indacene-1,3,5,7-tetrone CC(C)OCC(=O)C1C(C2=CC=3C(C(C(C3C=C2C1=O)=O)C(COC(C)C)=O)=O)=O